tert-butyl (S)-2-(((3-(4-decylphenyl)-1,2,4-oxadiazol-5-yl)methyl)carbamoyl)pyrrolidine-1-carboxylate C(CCCCCCCCC)C1=CC=C(C=C1)C1=NOC(=N1)CNC(=O)[C@H]1N(CCC1)C(=O)OC(C)(C)C